2-((2S)-1-Acryloyl-4-(7-(7-hydroxy-3,4-dihydroquinolin-1(2H)-yl)-2-(((S)-1-isopropylpyrrolidin-2-yl)methoxy)-5,6,7,8-tetrahydroquinazolin-4-yl)piperazin-2-yl)acetonitrile C(C=C)(=O)N1[C@H](CN(CC1)C1=NC(=NC=2CC(CCC12)N1CCCC2=CC=C(C=C12)O)OC[C@H]1N(CCC1)C(C)C)CC#N